4-cyano-3,3-dimethylbutyric acid C(#N)CC(CC(=O)O)(C)C